FC1=C(OC2=NC=NC3=CC(=CC=C23)C=2C=NN(C2)C2CCNCC2)C=CC=C1 4-(2-fluorophenoxy)-7-(1-(piperidin-4-yl)-1H-pyrazol-4-yl)quinazoline